7-[(2S,3S,4R,5R)-3,4-bis(benzyloxy)-5-[(benzyloxy)methyl]oxolan-2-yl]-2,4-dichlorofuro[3,2-d]pyrimidine C(C1=CC=CC=C1)O[C@H]1[C@@H](O[C@@H]([C@H]1OCC1=CC=CC=C1)COCC1=CC=CC=C1)C1=COC2=C1N=C(N=C2Cl)Cl